4,4,5,5-tetraphenyl-1,3,2-dioxaphospholane C1(=CC=CC=C1)C1(OPOC1(C1=CC=CC=C1)C1=CC=CC=C1)C1=CC=CC=C1